1,4-bis[4-(6-acryloyloxyhexyloxy)benzoyloxy]-2-ethylbenzene C(C=C)(=O)OCCCCCCOC1=CC=C(C(=O)OC2=C(C=C(C=C2)OC(C2=CC=C(C=C2)OCCCCCCOC(C=C)=O)=O)CC)C=C1